C(C)(C)(C)C1=C(C=2CC3=CC(=CC=C3C2C=C1)C(C)(C)C)[Li] 2,7-di-t-butylfluorenyllithium